NCC=1C=C(C=CC1)C=1C=CC2=C(C(=C(O2)C(C)C)COC2=C(C=CC(=C2)OC)CC(=O)O)C1 2-(2-((5-(3-(aminomethyl)phenyl)-2-isopropylbenzofuran-3-yl)methoxy)-4-methoxyphenyl)acetic acid